C(#N)/C(/C(=O)N[C@H](C(=O)N)C)=C\C1=CC(=C(C(=C1)[N+](=O)[O-])O)O (2S)-2-{[(2E)-2-cyano-3-(3,4-dihydroxy-5-nitrophenyl)-1-oxoprop-2-enyl]amino}propanamide